N-(4-(4-amino-6-ethynyl-5-(quinolin-3-yl)-7H-pyrrolo[2,3-d]pyrimidin-7-yl)bicyclo[2.2.1]heptan-1-yl)5-(dimethoxymethyl)pyrazine-2-carboxamide NC=1C2=C(N=CN1)N(C(=C2C=2C=NC1=CC=CC=C1C2)C#C)C21CCC(CC2)(C1)NC(=O)C1=NC=C(N=C1)C(OC)OC